C(C1=CC=CC=C1)OC1=C(C(=O)O)C=C(C=N1)Br 2-(benzyloxy)-5-bromonicotinic acid